OC(=O)C(F)(F)F.CN(CCN(C(=O)N1CCNCC1)C)C N-[2-(dimethylamino)ethyl]-N-methylpiperazine-1-carboxamide TFA salt